FC(C=1C=CC(=NC1)OC1=CC=C(C=C1)C1CCN(CC1)C(=O)OC(C)(C)C)(F)F tert-butyl 4-(4-((5-(trifluoromethyl)pyridin-2-yl)oxy)phenyl)piperidine-1-carboxylate